ClC=1C=C(C=NC1N1N=CC=N1)N 5-chloro-6-(2H-1,2,3-triazol-2-yl)pyridin-3-amine